3-(4-(octyloxy)cyclohexyl)propanoic acid C(CCCCCCC)OC1CCC(CC1)CCC(=O)O